2,4-bis(n-octylthio)-6-(4'-hydroxy-3,5-di-tert-butylanilino)-1,3,5-triazine C(CCCCCCC)SC1=NC(=NC(=N1)SCCCCCCCC)NC1=CC(=C(C(=C1)C(C)(C)C)O)C(C)(C)C